tris(dibenzyleneacetone) dipalladium [Pd].[Pd].C(C1=CC=CC=C1)=CC(=O)C=CC1=CC=CC=C1.C(C1=CC=CC=C1)=CC(=O)C=CC1=CC=CC=C1.C(C1=CC=CC=C1)=CC(=O)C=CC1=CC=CC=C1